(rac)-((1s,3s)-3-hydroxy-3-methylcyclobutyl)(6-(1-methyl-3-(trifluoromethyl)-1H-pyrazol-4-yl)-2-azaspiro[3.4]oct-2-yl)methanone OC1(CC(C1)C(=O)N1CC2(C1)C[C@@H](CC2)C=2C(=NN(C2)C)C(F)(F)F)C |r|